(R)-4-((3S,8S,9S,10R,13R,14S,17R)-3-methoxy-10,13-dimethyl-2,3,4,7,8,9,10,11,12,13,14,15,16,17-tetradecahydro-1H-cyclopenta[a]phenanthren-17-yl)pentanoic acid CO[C@H]1CC[C@@]2([C@H]3CC[C@@]4([C@H](CC[C@H]4[C@@H]3CC=C2C1)[C@@H](CCC(=O)O)C)C)C